CC1=C(C=CC=C1C)C1=NC(=NC=2C[C@@H](CCC12)C1=C(N=CS1)C)N1CC2(CN(C2)C(C=C)=O)CC1 1-(6-((7R)-4-(2,3-dimethylphenyl)-7-(4-methyl-1,3-thiazol-5-yl)-5,6,7,8-tetrahydro-2-quinazolinyl)-2,6-diazaspiro[3.4]octan-2-yl)-2-propen-1-one